O[C@@H]1CC2=C[C@H]([C@H]3[C@@H]4CC[C@H]([C@@H](CCC(=O)O)C)[C@]4([C@H](C[C@@H]3[C@]2(CC1)C)O)C)O 3β,7α,12α-trihydroxy-5-cholenoic acid